trioctyl-methyl-ammonium chloride tetrafluoroborate F[B-](F)(F)F.[Cl-].C(CCCCCCC)[N+](C)(CCCCCCCC)CCCCCCCC.C(CCCCCCC)[N+](CCCCCCCC)(CCCCCCCC)C